CC1(C(C=2N(N=CC2)C1)=O)C 5,5-dimethyl-6H-pyrrolo[1,2-b]pyrazol-4-one